1-[(12aR)-8,10-dichloro-9-(2-fluoro-6-hydroxyphenyl)-7-hydroxy-3,4,12,12a-tetrahydro-6H-pyrazino[2,1-C][1,4]benzooxazepin-2(1H)-yl]prop-2-en-1-one ClC=1C(=C(C2=C(CN3[C@@H](CO2)CN(CC3)C(C=C)=O)C1O)Cl)C1=C(C=CC=C1O)F